C(C)OC(CC(C)(C)C)=O t-butyl-acetic acid ethyl ester